N1=CC(=CC=C1)C1=N[N-]C(N1)=S 3-(pyridin-3-yl)-5-thioxo-4,5-dihydro-1,2,4-triazol-1-ide